C(#N)C=1C(=NN(C1C(C)NC(C1=CC(=CC(=C1)C(F)(F)F)C(F)(F)F)=O)C1=NC=CC=N1)OC N-(1-(4-cyano-3-methoxy-1-(pyrimidin-2-yl)-1H-pyrazol-5-yl)ethyl)-3,5-bis(trifluoromethyl)benzamide